BrC1=C(C=CC=C1)C1=CC(=CC(=C1)C1=C(C=CC=C1)Br)C1=C(C=CC=C1)Br 2,2''-Dibromo-5'-(2-bromophenyl)-1,1':3',1''-terphenyl